normal nonylmagnesium bromide C(CCCCCCCC)[Mg]Br